BrC1=CC2=C([Si](C3=C2C=CC=C3)(C3=CC=CC=C3)C3=CC=CC=C3)C=C1 2-bromo-5,5-diphenyldibenzosilole